N-(6-bromo-2,3-difluoro-phenyl)-4-nitro-benzamide BrC1=CC=C(C(=C1NC(C1=CC=C(C=C1)[N+](=O)[O-])=O)F)F